F[C@@H]([C@@](C)(F)C=1C=C(C=CC1)N1C(C2=CC(=CC(=C2C1)C(F)(F)F)CN1CC(C1)(C)F)=O)C1=NN=CN1C 2-(3-((1R,2S)-1,2-difluoro-1-(4-methyl-4H-1,2,4-triazol-3-yl)propan-2-yl)phenyl)-6-((3-fluoro-3-methylazetidin-1-yl)methyl)-4-(trifluoromethyl)isoindolin-1-one